C(#N)C=1C=CC(=C(C(=O)O)C1)NC1=C(C=C(C=C1)F)C 5-cyano-2-((4-fluoro-2-methyl-phenyl)amino)-benzoic acid